Cl.C1(CCC1)CNCC=1C=CC=2N(C1)C=C(N2)CNC(C2=CN=CC(=C2)N2CCCC2)=O N-((6-(((cyclobutylmethyl)amino)methyl)imidazo[1,2-a]pyridin-2-yl)methyl)-5-(Pyrrolidin-1-yl)nicotinamide hydrochloride